1-(2,2-difluoroethyl)-3-(4,4,5,5-tetramethyl-1,3,2-dioxaborolan-2-yl)-1H-pyrazole FC(CN1N=C(C=C1)B1OC(C(O1)(C)C)(C)C)F